COC=1C=CC(=NC1)C=1SC(=CN1)NC1=NC=CC(=C1)OC(C)C N-[2-(5-Methoxypyridin-2-yl)-1,3-thiazol-5-yl]-4-(propan-2-yloxy)pyridin-2-amine